Cl.C1=CC=CC=2C3=CC=CC=C3C(C12)CN(C(O)=O)CCON.ClC1=NC=C(C(=N1)Cl)\C=N/NC1=NC=CC=C1 (Z)-2,4-dichloro-5-((2-(pyridin-2-yl)hydrazineylidene)methyl)pyrimidine (9H-fluoren-9-yl)methyl-(2-(aminooxy)ethyl)carbamate hydrochloride